5-((4-hydroxybenzyl)(methyl)amino)-2-(pyridin-2-yl)-4,5,6,7-tetrahydro-2H-indazol-3-ol OC1=CC=C(CN(C2CC3=C(N(N=C3CC2)C2=NC=CC=C2)O)C)C=C1